1,3-dimethyl-1,3-disiloxetane C[SiH]1O[SiH](C1)C